ClC=1C=C(C(=C(C1)C1=CC=C(C=C1)NCC(=O)O)NS(=O)(=O)C=1C=NC=C(C1)C)F N-{5'-chloro-3'-fluoro-2'-[(5-methylpyridine-3-sulfonyl)amino][1,1'-biphenyl]-4-yl}glycine